C[Si](CCOCN1C=CC2=C1C(NC=C2)=O)(C)C 1-((2-(trimethylsilyl)ethoxy)methyl)-1,6-dihydro-7H-pyrrolo[2,3-c]pyridin-7-one